3-[2-(4-chloro-3-fluorophenoxy)acetamido]-N-[(2,5-dimethoxyphenyl)methyl]bicyclo[1.1.1]pentane-1-carboxamide ClC1=C(C=C(OCC(=O)NC23CC(C2)(C3)C(=O)NCC3=C(C=CC(=C3)OC)OC)C=C1)F